C(C)C(C(=O)O)COC.C(C)OC(CCOC)=O.C(C)N[Si]([Si](NCC)(NCC)NCC)(NCC)NCC Hexakis(ethylamino)disilane ethyl-3-methoxypropionate (ethyl-3-methoxypropionate)